O1COC2=C1C=CC(=C2)CC(C)N(C(OC2COCC2)=O)C Tetrahydrofuran-3-yl N-[2-(1,3-benzodioxol-5-yl)-1-methyl-ethyl]-N-methyl-carbamate